ethyl (S)-3-(3-(4-hydroxy-1-methyl-2-oxo-1,2-dihydropyridin-3-yl)ureido)-3-(6-methoxy-4'-(trifluoromethoxy)biphenyl-3-yl)propanoate OC1=C(C(N(C=C1)C)=O)NC(N[C@@H](CC(=O)OCC)C=1C=C(C(=CC1)OC)C1=CC=C(C=C1)OC(F)(F)F)=O